(1-(quinoxalin-6-yl)ethyl)piperazin N1=CC=NC2=CC(=CC=C12)C(C)N1CCNCC1